5-ethoxy-2,2-dimethyl-N-(3-methyl-1-(2-(1-methylpiperidin-4-yl)ethyl)-1H-indazol-6-yl)-2H-chromen-6-carboxamide C(C)OC1=C2C=CC(OC2=CC=C1C(=O)NC1=CC=C2C(=NN(C2=C1)CCC1CCN(CC1)C)C)(C)C